FC=1C=C(C=CC1C)N1CC(C=2C1=NC=CN2)(C)C 5-(3-fluoro-4-methylphenyl)-7,7-dimethyl-6,7-dihydro-5H-pyrrolo[2,3-b]pyrazine